tert-butyl 1-(2-(cyclopropanesulphonamido) thiazol-4-yl)-2-(4-(6-ethoxypyrazin-2-yl) phenylamino)-2-oxoethylcarbamate C1(CC1)S(=O)(=O)NC=1SC=C(N1)C(C(=O)NC1=CC=C(C=C1)C1=NC(=CN=C1)OCC)NC(OC(C)(C)C)=O